FC1=C(OC2=C(C=C(C=C2)NS(=O)(=O)CC)C=2C(=[N+](C(=CC2)OCCC)[O-])C)C=CC(=C1)F (2-(2,4-difluorophenoxy)-5-(ethylsulfonylamino)phenyl)-2-methyl-6-propoxypyridine 1-oxide